tert-butyl (1s,3s)-3-((((2-((2-ethylhexyl)oxy)-2-oxoethyl)thio)carbonothioyl)oxy)cyclobutane-1-carboxylate C(C)C(COC(CSC(=S)OC1CC(C1)C(=O)OC(C)(C)C)=O)CCCC